1-(4-(4-chloro-3,5-difluoro-1H-indole-2-carbonyl)piperazin-1-yl)-2-(3,3-difluorocyclobutoxy)ethan-1-one ClC1=C2C(=C(NC2=CC=C1F)C(=O)N1CCN(CC1)C(COC1CC(C1)(F)F)=O)F